FC=1C=C(C=C(C1)F)CC(=O)N[C@H](C(=O)N[C@H](C(=O)OC(C)(C)C)C1=CC=CC=C1)C tert-Butyl (2S)-2-[[(2S)-2-[[2-(3,5-difluorophenyl)acetyl]amino]propanoyl]amino]-2-phenylacetate